(6Ar,8S,10aR)-6,6,9-trimethyl-3-pentyl-6a,7,8,10a-tetrahydrobenzo[c]chromene-1,8-diol CC1(OC=2C=C(C=C(C2[C@H]2[C@H]1C[C@@H](C(=C2)C)O)O)CCCCC)C